C(CN(CC(=O)O)CC(=O)O)N(CCN(CC(=O)O)CC(=O)O)CC(=O)O.O.[Gd] Diethylenetriaminepentaacetic acid gadolinium (III) dihydrogen salt hydrate